furanquinone O1C(C(C=C1)=O)=O